4,5-dihydroxy-N-(4-methoxybenzyl)-9,10-dioxo-9,10-dihydro-anthracene-2-carboxamide OC1=CC(=CC=2C(C3=CC=CC(=C3C(C12)=O)O)=O)C(=O)NCC1=CC=C(C=C1)OC